tert-butyl 2-[[tert-butoxycarbonyl(cyclobutylmethyl)amino]methyl]-6-[[5-(1-ethoxyvinyl)-1-oxo-2,7-naphthyridin-2-yl]methyl]indole-1-carboxylate C(C)(C)(C)OC(=O)N(CC1CCC1)CC=1N(C2=CC(=CC=C2C1)CN1C(C2=CN=CC(=C2C=C1)C(=C)OCC)=O)C(=O)OC(C)(C)C